COC1=CC=NC=C1C#N 4-methoxy-5-cyanopyridine